S(=O)(=O)(O)C=1C=C(C[C@H](N)C(=O)O)C=CC1 m-sulfophenylalanine